C(CCCCCCC\C=C/CCCCCCCC)OCC(CN(C)C)OCCCCCCCC\C=C/CCCCCCCC 1,2-dioleyloxy-3-(dimethylamino)propane